benzyl ({5-[6-(trifluoromethyl)pyridin-3-yl]-1H-imidazol-2-yl}methyl)carbamate FC(C1=CC=C(C=N1)C1=CN=C(N1)CNC(OCC1=CC=CC=C1)=O)(F)F